O=C1C(C[C@@H]2N1CCN(C2)C(=O)OC(C)(C)C)CC#C tert-butyl (8aS)-6-oxo-7-(prop-2-yn-1-yl)hexahydropyrrolo[1,2-a]pyrazine-2(1H)-carboxylate